C(C)(=O)N[C@H]1C[C@@H](C[C@H]1N)C(=O)N[C@@H](C1(CCCC1)C)C1=C(C(=CC=C1F)Cl)Cl (1R,3S,4R)-3-acetamido-4-amino-N-((S)-(2,3-dichloro-6-fluorophenyl)(1-methylcyclopentyl)methyl)cyclopentane-1-carboxamide